C(C)(C)(C)OC(N[C@H](C(=O)NCCCN(C(CO)=O)[C@H](C(C)(C)C)C=1N(C=C(N1)C1=C(C=CC(=C1)F)F)CC1=CC=CC=C1)C)=O tert-Butyl-[(2S)-1-({3-[{(1R)-1-[1-benzyl-4-(2,5-difluorophenyl)-1H-imidazol-2-yl]-2,2-dimethylpropyl}(glycoloyl)amino]propyl}amino)-1-oxopropan-2-yl]carbamat